C(C)(C)(C)OC(CNC(C1=CC=C(C=C1)OC1=NC=CC=C1)=O)=O (4-(pyridin-2-yloxy)benzoyl)glycine tert-butyl ester